INDOLE-3,7-DICARBOXALDEHYDE N1C=C(C2=CC=CC(=C12)C=O)C=O